[Si](C)(C)(C(C)(C)C)OCCC(CC(=O)NC1=CC=CC=C1)C 5-((tert-butyldimethylsilyl)oxy)-3-methyl-N-phenylpentanamide